NC1=C(C=C)C=CC=C1 o-aminostyrene